1-({[2-Ethyl-6-methyl-4-(prop-1-yn-1-yl)phenyl]acetyl}amino)-3-(2-methoxyethoxy)cyclohexanecarboxylic acid methyl ester COC(=O)C1(CC(CCC1)OCCOC)NC(CC1=C(C=C(C=C1C)C#CC)CC)=O